1,5-Diphenyl-1H-pyrazole-3-carboxylic acid tert-butyl amide C(C)(C)(C)NC(=O)C1=NN(C(=C1)C1=CC=CC=C1)C1=CC=CC=C1